N-(3-cyanophenyl)-N-(4-nitropyridin-2-yl)acetamide C(#N)C=1C=C(C=CC1)N(C(C)=O)C1=NC=CC(=C1)[N+](=O)[O-]